1-[[2-(difluoromethoxy)pyridin-4-yl]methyl]-3-[(3-fluorocyclobutyl)methyl]urea FC(OC1=NC=CC(=C1)CNC(=O)NCC1CC(C1)F)F